5-bromo-2,2-dimethylvaleric acid ethyl ester C(C)OC(C(CCCBr)(C)C)=O